5-(4-cyclohexylphenyl)pyridine C1(CCCCC1)C1=CC=C(C=C1)C=1C=CC=NC1